3-((2-ethylpiperazin-1-yl)methyl)pyridazine hydrochloride Cl.C(C)C1N(CCNC1)CC=1N=NC=CC1